COC(=O)C=1[C@@H](N=C(N(C1CN1CC2(CC2)C[C@H]1C(NS(=O)(=O)C)=O)C)C=1SC=CN1)C1=C(C(=CC=C1)F)Cl (R)-methyl-4-(2-chloro-3-fluorophenyl)-6-(((S)-6-((methylsulfonyl)carbamoyl)-5-azaspiro[2.4]heptan-5-yl)methyl)-2-(thiazol-2-yl)-1,4-dihydropyrimidine-5-carboxylic acid methyl ester